1-(4-aminophenyl)-3-methylcarbamyl-4-methyl-7,8-methylenedioxy-3,4-dihydro-5H-2,3-benzodiazepine NC1=CC=C(C=C1)C1=NN(C(CC2=C1C=C1C(=C2)OCO1)C)C(NC)=O